C(=CC)N1CCN(CC1)C1=C(C(N(C2=NC(=C(C=C12)Cl)C1=C(C(=CC(=C1F)Cl)Cl)N)C=1C(=NC=CC1C)C(C)C)=O)C#N (4-propenylpiperazin-1-yl)-7-(2-amino-3,5-dichloro-6-fluorophenyl)-6-chloro-1-(2-isopropyl-4-methylpyridin-3-yl)-2-oxo-1,2-dihydro-1,8-naphthyridine-3-carbonitrile